C(C1=CC=CC=C1)OCCC(COC1=C2COC(C2=CC=C1Br)=O)=C 4-(4-(benzyloxy)-2-methylenebutoxy)-5-bromoisobenzofuran-1(3H)-one